COCCC1=C2C=CNC2=CC(=C1)N 4-(2-methoxyethyl)-1H-indol-6-amine